C(#N)C1=C(C=C(C=C1)CCC(=O)O)OC[C@@H](CNC(CC1CC2=CC=CC=C2C1)(C)C)O (R)-3-(4-cyano-3-(3-((1-(2,3-dihydro-1H-inden-2-yl)-2-methylpropan-2-yl)amino)-2-hydroxypropoxy)phenyl)propanoic acid